2-methyl-N-((5-((trimethylsilyl)ethynyl)pyridin-2-yl)methyl)propan-1-amine CC(CNCC1=NC=C(C=C1)C#C[Si](C)(C)C)C